t-butyl (S)-2-methyl-4-oxopyrrolidine-1-carboxylate C[C@@H]1N(CC(C1)=O)C(=O)OC(C)(C)C